2-[2-fluoro-4-(3-methyl-4-tert-butoxyformyl-piperazin-1-yl)-formylphenyl]-5-chloro-pyrrolo[1,2-b]pyridazine-7-carboxylic acid methyl ester COC(=O)C1=CC(=C2N1N=C(C=C2)C2=C(C(=C(C=C2)N2CC(N(CC2)C(=O)OC(C)(C)C)C)C=O)F)Cl